5-bromo-2-cyclopropylpyridine 1-oxide BrC=1C=CC(=[N+](C1)[O-])C1CC1